C(C)(=O)OCC1=CC=C(C=C1)N1C(=NC=2C1=NC(=CC2)OC(F)F)C=2C(=NC=CC2)N 4-(2-(2-Aminopyridin-3-yl)-5-(difluoromethoxy)-3H-imidazo[4,5-b]pyridin-3-yl)benzyl acetate